trisnonoyl-glycerol C(CCCCCCCC)(=O)C(C(O)(C(CCCCCCCC)=O)C(CCCCCCCC)=O)(O)CO